potassium diphenyl phosphonate P(OC1=CC=CC=C1)(OC1=CC=CC=C1)=O.[K]